ClC=1C=C(C(=NC1)OC)S(=O)(=O)NC1=C(C(=C(C=C1)F)C1CCC=2N(C1)C=NC2C2=NN=C(N2COCC[Si](C)(C)C)C)F 5-chloro-N-[2,4-difluoro-3-[1-(5-methyl-4-[[2-(trimethylsilyl)ethoxy]methyl]-1,2,4-triazol-3-yl)-5H,6H,7H,8H-imidazo[1,5-a]pyridin-6-yl]phenyl]-2-methoxypyridine-3-sulfonamide